OCC1CCC(CC1)C=1N=C2N(C=C(C(=C2)OC(C)C)NC(=O)C2=NC(=CC=C2)C(F)(F)F)C1 N-[2-[4-(hydroxymethyl)cyclohexyl]-7-isopropoxy-imidazo[1,2-a]pyridin-6-yl]-6-(trifluoromethyl)pyridine-2-carboxamide